ClC=1C(=NC=CC1)O[C@@H]1C[C@@H](N(CC1)C(CN1N=C(C2=C1C[C@@H]1[C@H]2C1)C(=O)OCC)=O)C (3bR,4aR)-ethyl 1-(2-((2S,4S)-4-((3-chloropyridin-2-yl)oxy)-2-methylpiperidin-1-yl)-2-oxoethyl)-3b,4,4a,5-tetrahydro-1H-cyclopropa[3,4]cyclopenta[1,2-c]pyrazole-3-carboxylate